3-(4-(3,6-diazabicyclo[3.1.1]heptane-3-yl)-7-fluoro-1-oxoisoindoline-2-yl)piperidine C12CN(CC(N1)C2)C2=C1CN(C(C1=C(C=C2)F)=O)C2CNCCC2